Potassium Thioglycolate C(CS)(=O)[O-].[K+]